1,4-bis-(α-cyano-4-methoxystyryl)benzene C(#N)C(=CC1=CC=C(C=C1)OC)C1=CC=C(C=C1)C(=CC1=CC=C(C=C1)OC)C#N